C(#N)C=1C2=C(C(=NC1N1[C@H](CC1)C)N1CC(CC1)CC(=O)OC)CCC2(F)F methyl 2-(1-(4-cyano-5,5-difluoro-3-((S)-2-methylazetidin-1-yl)-6,7-dihydro-5H-cyclopenta[c]pyridin-1-yl)pyrrolidin-3-yl)acetate